tert-butyl 2-((S)-2,2-dimethylcyclopropane-1-carbonyl)-8-(5-((6-(tetrahydro-2H-pyran-4-yl)pyridin-2-yl)methyl)-1,3,4-oxadiazol-2-yl)-2,6-diazaspiro[3.4]octane-6-carboxylate CC1([C@H](C1)C(=O)N1CC2(C1)CN(CC2C=2OC(=NN2)CC2=NC(=CC=C2)C2CCOCC2)C(=O)OC(C)(C)C)C